((2-(1-(2-bromobenzoyl)-2,6-dioxopiperidin-3-yl)-1-oxoisoindolin-5-yl)methyl)carbamate BrC1=C(C(=O)N2C(C(CCC2=O)N2C(C3=CC=C(C=C3C2)CNC([O-])=O)=O)=O)C=CC=C1